2-(4,4-difluoropiperidin-1-yl)-6-nitropyridine FC1(CCN(CC1)C1=NC(=CC=C1)[N+](=O)[O-])F